F[C@@H]1[C@H]2CC[C@@H](C[C@@H]1OC1=CC=C(N=N1)C=1C=C3C=CN(C(C3=CC1O)=O)C)N2 6-(6-(((1R,2R,3S,5S)-2-fluoro-8-azabicyclo[3.2.1]octan-3-yl)oxy)pyridazin-3-yl)-7-hydroxy-2-methylisoquinolin-1(2H)-one